(3R)-3-amino-7-[5-(1-methyl-1-methylsulfonyl-ethyl)-1,3,4-oxadiazol-2-yl]-1,1-dioxo-5-[[4-[3-(trifluoromethoxy)phenoxy]phenyl]methyl]-2,3-dihydro-1λ6,5-benzothiazepine-4-One N[C@H]1CS(C2=C(N(C1=O)CC1=CC=C(C=C1)OC1=CC(=CC=C1)OC(F)(F)F)C=C(C=C2)C=2OC(=NN2)C(C)(S(=O)(=O)C)C)(=O)=O